ClC=1C=CC=C2C=CC=C(C12)C1=C2C(=C3C(=NC(=NC3=C1)N1CC(C1)(CF)N(C)C)N1C[C@@H](N(CC1)C(C(=C)F)=O)CC#N)OCCC2 (S)-2-(4-(5-(8-chloronaphthalen-1-yl)-8-(3-(dimethylamino)-3-(fluoromethyl)azetidin-1-yl)-3,4-dihydro-2H-pyrano[2,3-f]quinazolin-10-yl)-1-(2-fluoroacryloyl)piperazin-2-yl)acetonitrile